vinyldifluoroethylen C(=C)C(=CF)F